3-((4-(5-chloro-3-methyl-2-(((3R,5R)-5-methylpyrrolidin-3-yl)oxy)phenyl)pyrrolo[2,1-f][1,2,4]triazin-6-yl)methyl)-6,6-dimethyl-3-azabicyclo[3.1.0]hexane-2,4-dione ClC=1C=C(C(=C(C1)C1=NC=NN2C1=CC(=C2)CN2C(C1C(C1C2=O)(C)C)=O)O[C@H]2CN[C@@H](C2)C)C